CC1=C(C=NC=C1)C=1C=C2CNC(NC2=CC1)=N 6-(4-Methylpyridin-3-yl)-3,4-dihydro-quinazolin-2(1H)-imine